P(OC1CC(CCC1)F)(OC1CC(CCC1)F)=O di(3-fluorocyclohexyl) phosphonate